C1(CC1)COCC1=CC=C(C(=C1C(=O)OC(C)(C)C)COC)C=C tert-butyl 6-((cyclopropylmethoxy)methyl)-2-(methoxymethyl)-3-vinylbenzoate